tert-butyl ((5-(3-(4-hydroxypiperidin-1-yl)phenyl)-3H-imidazo[4,5-b]pyridin-2-yl)methyl)carbamate OC1CCN(CC1)C=1C=C(C=CC1)C1=CC=C2C(=N1)NC(=N2)CNC(OC(C)(C)C)=O